[N+](#[C-])C1=CC=C(C=C1)CC1=CC=C(C=C1)[N+]#[C-] BIS-(4-ISOCYANOPHENYL)METHANE